FC(C1=CC=C(NC2=C(C=CC=C2)C2=NOC(N2)=O)C=C1)(F)F 3-[2-[4-(trifluoromethyl)anilino]phenyl]-4H-1,2,4-oxadiazol-5-one